O1[C@H](CCC1)C(=O)O |r| (R/S)-2-tetrahydrofuroic acid